BrC1=CC=C2C=CNC2=C1F 6-bromo-7-fluoro-1H-indole